2,6-dimethylpurine CC1=NC(=C2NC=NC2=N1)C